CC1(C(OC(CC1)=O)=O)C 3,3-dimethyloxane-2,6-dione